C1(CC1)C1=NNC(=C1)NC1=CC2=C(C(=NO2)NS(=O)(=O)C2=C(C=C(C=C2OC)C2CN(CC2)C)OC)C=C1OC N-{6-[(3-cyclopropyl-1H-pyrazol-5-yl)amino]-5-methoxy-1,2-benzoxazol-3-yl}-2,6-dimethoxy-4-(1-methylpyrrolidin-3-yl)benzene-1-sulfonamide